CSC=1C=C(OC2=CC(=NC=C2)N)C=CC1[N+](=O)[O-] 4-(3-methylsulfanyl-4-nitro-phenoxy)pyridin-2-amine